C1=CC=C2C(=C1)C=CC=C2C(=O)N NAPHTHAMIDE